(E)-chromen-4-one O1C=CC(C2=CC=CC=C12)=O